2-Amino-7-fluoro-4-[5-fluoro-3-[[(2S,4S)-4-fluoro-1-methyl-pyrrolidin-2-yl]methoxy]-7,9-dihydrofuro[3,4-f]quinazolin-6-yl]thieno[3,2-c]pyridine-3-carbonitrile NC1=C(C=2C(=NC=C(C2S1)F)C=1C2=C(C=3C=NC(=NC3C1F)OC[C@H]1N(C[C@H](C1)F)C)COC2)C#N